Ethyl-4-methyl-3-pyridinemethylamine C(C)C1=NC=CC(=C1CN)C